CN1C(=NC2=NC=C(C(=C21)C#N)OC=2C=C1C(=NC2)NN=C1C(F)(F)F)NC=1C(N(C=C(C1)C(F)(F)F)C)=O 1-methyl-2-((1-methyl-2-oxo-5-(trifluoromethyl)-1,2-dihydropyridin-3-yl)amino)-6-((3-(trifluoromethyl)-1H-pyrazolo[3,4-b]pyridin-5-yl)oxy)-1H-imidazo[4,5-b]pyridine-7-carbonitrile